β-(4-methylphenyl)-1H-imidazole-1-propionic acid CC1=CC=C(C=C1)C(CC(=O)O)N1C=NC=C1